(3aS,10aS)-Ethyl 8-((3-chloro-4-fluorophenyl)carbamoyl)-7-methyl-3a,4,10,10a-tetrahydro-1H,7H-dipyrrolo[3,4-b:3',4'-f][1,4,5]oxathiazocin-2(3H)-carboxylat-5,5-dioxid ClC=1C=C(C=CC1F)NC(=O)C=1N(C=C2C1OC[C@@H]1[C@H](NS2(=O)=O)CN(C1)C(=O)OCC)C